D-4-amino-phenylalanine NC1=CC=C(C[C@@H](N)C(=O)O)C=C1